(1R,5S)-9-benzyl-7-(phenylsulfonyl)-7,9-diazaspiro[bicyclo[3.3.1]nonane-3,3'-oxetane] C(C1=CC=CC=C1)N1[C@@H]2CC3(COC3)C[C@H]1CN(C2)S(=O)(=O)C2=CC=CC=C2